4-[(3s)-3-ethynylpyrrolidine-1-carbonyl]-2-methoxyaniline C(#C)[C@H]1CN(CC1)C(=O)C1=CC(=C(N)C=C1)OC